P(=O)(O)(O)O.C(C=1C(C(=O)O)=CC=CC1)(=O)O.C(C=1C(C(=O)O)=CC=CC1)(=O)O diphthalic acid monophosphate